4-(((6-(5,6-dihydropyrrolo[3,4-c]pyrrol-2(4H)-yl)pyridin-2-yl)oxy)methyl)-3-fluorobenzonitrile bis(2,2,2-trifluoroacetate) FC(C(=O)O)(F)F.FC(C(=O)O)(F)F.C=1N(C=C2C1CNC2)C2=CC=CC(=N2)OCC2=C(C=C(C#N)C=C2)F